N-(8-fluoro-2-methyl-imidazo[1,2-a]pyridin-6-yl)-6-methoxy-2-methyl-4-piperazin-1-yl-indazole-7-carboxamide FC=1C=2N(C=C(C1)NC(=O)C1=C(C=C(C3=CN(N=C13)C)N1CCNCC1)OC)C=C(N2)C